3-[1-(4-chloro-1-[[2-(trimethylsilyl)ethoxy]methyl]imidazol-2-yl)imidazo[1,5-a]pyridin-6-yl]-2,4-difluoroaniline ClC=1N=C(N(C1)COCC[Si](C)(C)C)C=1N=CN2C1C=CC(=C2)C=2C(=C(N)C=CC2F)F